tert-butyl-2-(6-{5-chloro-2-[(oxazin-4-yl)amino]pyrimidin-4-yl}-1-oxo-2,3-dihydro-1H-isoindol-2-yl)-N,2-dimethylpropionamide C(C)(C)(C)CC(C(=O)NC)(C)N1C(C2=CC(=CC=C2C1)C1=NC(=NC=C1Cl)NC1=CNOC=C1)=O